O=C1OC2=CC=CC=C2C=C1C=O 2-OXO-2H-CHROMENE-3-CARBALDEHYDE